OCOC[C@H]1CCC[C@H]2C(CCC[C@]12C)(C)C (1S,4aS,8aS)-1-((hydroxymethoxy)methyl)-5,5,8a-trimethyloctahydronaphthalen